Cl.NCC1(CCCCC1)O 1-aminomethyl-1-cyclohexanol hydrochloride